NC=1SC2=C(C1C#N)C(=CC=C2F)C2=C(C=C1C(=NC=NC1=C2F)N2C1CNCC2CC1)Cl 2-Amino-4-[6-chloro-4-(3,8-diazabicyclo[3.2.1]octan-8-yl)-8-fluoro-quinazolin-7-yl]-7-fluoro-benzothiophene-3-carbonitrile